BrC1=C(C=C(C=C1)N(C(OC(C)(C)C)=O)C)OC Tert-butyl (4-bromo-3-methoxyphenyl)(methyl)carbamate